5-(tert-butoxycarbonyl)-4,5,6,7,8,9-hexahydropyrazolo[1,5-a][1,4]diazocine-2-carboxylic acid C(C)(C)(C)OC(=O)N1CC=2N(CCCC1)N=C(C2)C(=O)O